N[C@H](C(=O)OCC)CC(=O)C1=C(C=CC=C1)N ethyl (S)-2-amino-4-(2-aminophenyl)-4-oxobutanoate